NC1=C2N=CN(C2=NC=N1)[C@H]1C[C@@H](CO1)OP(=O)(O)OC1CCCCC1.[K] potassium (2R,3S,5R)-5-(6-aminopurin-9-yl)-3-((cyclohexyloxy(hydroxy)phosphoryl)oxy)tetrahydrofuran